N-(2-((4-(4-(3-bromo-4-fluorophenyl)-5-carbonyl-4,5-dihydro-1,2,4-oxadiazol-3-yl)-1,2,5-oxadiazol-3-yl)amino)ethyl)-2-morpholino-2-carbonylacetamide BrC=1C=C(C=CC1F)N1C(=NOC1=C=O)C=1C(=NON1)NCCNC(C(=C=O)N1CCOCC1)=O